FCCOC1=CC=C(C=C1)C1=C(C2=C(CCC1)C=C(C=C2)O)C2=CC=C(C=C2)O[C@@H]2CN(CC2)CCCF 6-[4-(2-fluoroethoxy)phenyl]-5-[4-[(3S)-1-(3-fluoropropyl)pyrrolidin-3-yl]oxyphenyl]-8,9-dihydro-7H-benzo[7]annulen-2-ol